METHOXYISOFLAVONE CC1=CC(=CC2=C1C(=O)C(=CO2)C3=CC=CC=C3)OC